1-(3-chlorophenyl)propane-1,2-dione ClC=1C=C(C=CC1)C(C(C)=O)=O